[(1R,5S,6S)-3-benzyl-3-azabicyclo[3.1.0]hexan-6-yl]methanol C(C1=CC=CC=C1)N1C[C@H]2C([C@H]2C1)CO